C1(CC1)NC(C1=C(C=C(C=C1OC)C1=CN=C2N1C=CC(=C2)OC2COCC2)OC(F)F)=O N-cyclopropyl-2-(difluoromethoxy)-6-methoxy-4-(7-tetrahydrofuran-3-yloxyimidazo[1,2-a]pyridin-3-yl)benzamide